bromoisopentanoic acid ethyl ester C(C)OC(C(C(C)C)Br)=O